ClC1([C@H]([C@@H]1C1=CC(=CC=C1)S(F)(F)(F)(F)F)C(=O)O)Cl trans-2,2-dichloro-3-(3-(pentafluoro-λ6-sulfanyl)phenyl)cyclopropane-1-carboxylic acid